iron-cerium-nickel [Ni].[Ce].[Fe]